1-(4-tert-butylbenzyl)-3-(3,5-dimethylisoxazol-4-yl)-4-oxo-4H-pyrido[1,2-a]pyrimidinium C(C)(C)(C)C1=CC=C(C[N+]2=C3N(C(C(=C2)C=2C(=NOC2C)C)=O)C=CC=C3)C=C1